FC=1C=C(C(NC1)=O)C=1N=C(C=2OCCNC2N1)N[C@@H]1CCC=2NC3=CC=CC=C3C2C1 (R)-5-fluoro-3-(4-((2,3,4,9-tetrahydro-1H-carbazol-3-yl)amino)-7,8-dihydro-6H-pyrimido[5,4-b][1,4]oxazin-2-yl)pyridin-2(1H)-one